CC1CCC(CC1)NC(=O)C1CCN(CC1)C(=O)C1=NNC(=C1)C1=NC=NC=C1 N-(4-methylcyclohexyl)-1-[5-(pyrimidin-4-yl)-1H-pyrazole-3-carbonyl]piperidine-4-carboxamide